NC1=C(C(=O)C=2C=CC=CC2)C=CC(=C1)N 3-(2,4'-diaminobenzoyl)benzene